1-((R)-3-cyclohexyl-2-(4-(morpholinosulfonyl)benzamido)propanoyl)-4-(5-(2-hydroxypropan-2-yl)-1H-1,2,3-triazol-1-yl)pyrrolidine-2-carboxamide C1(CCCCC1)C[C@H](C(=O)N1C(CC(C1)N1N=NC=C1C(C)(C)O)C(=O)N)NC(C1=CC=C(C=C1)S(=O)(=O)N1CCOCC1)=O